ClC=1C(=CC=2C(=C3C(=NC2C1)CCC3)NC3CCN(CC3)CC)OC N-{6-chloro-7-methoxy-1H,2H,3H-cyclopenta[b]quinolin-9-yl}-1-ethylpiperidin-4-amine